ONC1=NC(NC=C1)=O 4-(hydroxyamino)-2-oxopyrimidine